NC1=C(C=CC=C1)NC(C(NC1=C(C=CC=C1)N)=O)=O bis(2-aminophenyl)oxamide